CSSSSC=1SC=CC1 methyltetrathiothiophene